naphtho-diazepinoindole N1=CC=C2C=CC=3C(=C12)C=C1C(=NN3)C=CC3=CC=CC=C31